CC1(CC(C1)NC1=NN2C(C=N1)=C(C=C2)C2=CC=1C(=NC=CN1)N=C2)O 1-methyl-3-((5-(pyrido[2,3-b]pyrazin-7-yl)pyrrolo[2,1-f][1,2,4]triazin-2-yl)amino)cyclobutan-1-ol